C1=CC=C(C=C1)CC2=C(C=CC(=C2)Cl)O o-benzyl-p-chlorophenol